diethylaminobenzaldehyde-diphenyl hydrazone C1(=CC=CC=C1)N(N=CC1=C(C=CC=C1)N(CC)CC)C1=CC=CC=C1